(R)-2-amino-N-((R)-3-(4-chloro-2-fluorophenoxy)-1-(4,4,5,5-tetramethyl-1,3,2-dioxaborolan-2-yl)propyl)-3-methoxypropanamide hydrochloride Cl.N[C@@H](C(=O)N[C@@H](CCOC1=C(C=C(C=C1)Cl)F)B1OC(C(O1)(C)C)(C)C)COC